C1CCC2=CC(=CC=C12)C1CCN(CC1)C(=O)C1CC2(C1)NC(OC2)=O (2s,4s)-2-(4-(2,3-dihydro-1H-inden-5-yl)piperidine-1-carbonyl)-7-oxa-5-azaspiro[3.4]octan-6-one